3-chloro-N-(3-(5-(methylcarbamoyl)-2-(pyridin-2-yl)-1H-benzo[d]imidazol-1-yl)cyclohexyl)isoxazole-5-carboxamide ClC1=NOC(=C1)C(=O)NC1CC(CCC1)N1C(=NC2=C1C=CC(=C2)C(NC)=O)C2=NC=CC=C2